chromium vanadium-titanium [Ti].[V].[Cr]